CN1CCN(C2(CC2)C1)C1=CC=C(N)C=C1 4-(7-methyl-4,7-diazaspiro[2.5]oct-4-yl)aniline